C(C1=CC=CC=C1)(=O)C=1C(=NC2=CC=CC=C2N1)C(C1=CC=CC=C1)=O dibenzoyl-quinoxaline